C(N)(O[C@@](C(=C=O)NC=1C=NN(C1)C(CC1CC1)C1=CN=C2N1C=C(C=C2)Br)([C@@H]2CC[C@H](CC2)C)C(C)(C)C)=O tert-butyl((1S)-2-((1-(1-(6-bromoimidazo[1,2-a]pyridin-3-yl)-2-cyclopropylethyl)-1H-pyrazol-4-yl) amino)-1-((trans)-4-methylcyclohexyl)-2-carbonylethyl) carbamate